BrC1=NC=CC(=C1)C1=NN=C2N1C1=C(C=C(C=C1C(=N2)NCC(F)F)F)Cl (2-bromopyridin-4-yl)-9-chloro-N-(2,2-difluoroethyl)-7-fluoro-[1,2,4]triazolo[4,3-a]quinazolin-5-amine